6-chloro-5-(3-methyl-1,2,4-oxadiazol-5-yl)pyrimidine methyl-7-(2-(2-bromoethoxy)-5-chlorophenyl)-2,5-dimethyl-4-oxo-4,5-dihydrothieno[3,2-c]pyridine-3-carboxylate COC(=O)C1=C(SC2=C1C(N(C=C2C2=C(C=CC(=C2)Cl)OCCBr)C)=O)C.ClC2=C(C=NC=N2)C2=NC(=NO2)C